ClC1=C2C(N(C(NC2=C(C=C1)S(=O)(=O)C1=CC=C2C=NN(C2=C1)[C@H]1[C@@H](C1)NC(C)=O)=O)O)=O N-((1R,2R)-2-(6-((5-chloro-3-hydroxy-2,4-dioxo-1,2,3,4-tetrahydroquinazolin-8-yl)sulfonyl)-1H-indazol-1-yl)cyclopropyl)acetamide